FC=1C=C(C=CC1F)C=1C=C2C=CN(C2=C(C1)C(=O)N[C@@H](C)C1=CC=C(C(=O)O)C=C1)CC1=CC=C(C=C1)C1=CC=C(C=C1)F (S)-4-(1-(5-(3,4-difluorophenyl)-1-((4'-fluoro-[1,1'-biphenyl]-4-yl)methyl)-1H-indole-7-carboxamido)ethyl)benzoic acid